C(C1=CC=CC=C1)(=O)SCCNC(CCNC([C@@H](C(COP(OP(OC[C@@H]1[C@H]([C@H]([C@@H](O1)N1C=NC=2C(N)=NC=NC12)O)OP(=O)(O)O)(=O)O)(=O)O)(C)C)O)=O)=O benzoyl-Coenzyme A